tert-butyl 2-[4-[[4-[(3R)-3-(1-hydroxy-1-methyl-ethyl)pyrrolidin-1-yl]-5-(trifluoromethyl)pyrimidin-2-yl]amino]-3-methyl-phenyl]sulfonyl-7-azaspiro[3.5]nonane-7-carboxylate OC(C)(C)[C@H]1CN(CC1)C1=NC(=NC=C1C(F)(F)F)NC1=C(C=C(C=C1)S(=O)(=O)C1CC2(C1)CCN(CC2)C(=O)OC(C)(C)C)C